1-(trifluoromethyl)indol-5-amine FC(N1C=CC2=CC(=CC=C12)N)(F)F